N[C@H](C(=O)OC[C@H]1O[C@@]([C@@H]([C@@H]1O)O)(C#N)C1=CC=C2C(=NC=NN21)NC(=O)OCOC(C)=O)C(C)(C)C ((2R,3S,4R,5R)-5-(4-(((acetoxymethoxy)carbonyl)amino)pyrrolo[2,1-f][1,2,4]triazin-7-yl)-5-cyano-3,4-dihydroxytetrahydrofuran-2-yl)methyl (S)-2-amino-3,3-dimethylbutanoate